NC1=NNC(=N1)CCCC 3-Amino-5-butyl-1,2,4-triazole